C(N)(O)=O.COC[C@@]1(N2CCC(C1=O)CC2)CN[C@H]2C[C@H](CCC2)NC[C@]2(N1CCC(C2=O)CC1)COC bis(((1S,2S,4S)-2-(methoxymethyl)-3-oxoquinuclidin-2-yl) methyl) ((1R,3S)-cyclohexane-1,3-diyl)diamine carbamate